O[C@@](CN1N=CC(=C1)C#N)(C)[C@H]1CC[C@H]2[C@@H]3CC[C@@H]4C[C@](CC[C@@H]4[C@H]3CC[C@]12C)(COC)O 1-((S)-2-hydroxy-2-((3R,5R,8R,9R,10S,13S,14S,17S)-3-hydroxy-3-(methoxymethyl)-13-methylhexadecahydro-1H-cyclopenta[a]phenanthren-17-yl)propyl)-1H-pyrazole-4-carbonitrile